((2R,3S,5R)-2-ethynyl-5-(2-fluoro-6-tetradecanamido-9H-purin-9-yl)-3-hydroxytetrahydrofuran-2-yl)methyl benzoate C(C1=CC=CC=C1)(=O)OC[C@]1(O[C@H](C[C@@H]1O)N1C2=NC(=NC(=C2N=C1)NC(CCCCCCCCCCCCC)=O)F)C#C